NC=1C(=C(C(=O)NCCC)C(=CC1)Cl)Cl 3-Amino-2,6-dichloro-N-propylbenzamide